O1CCN(CC1)C[C@H]1N(CC(CC1)C1=CC=C(C=C1)C(F)(F)F)C1=CC=C(C(=O)O)C=C1 4-((2S)-2-(morpholinomethyl)-5-(4-(trifluoromethyl)phenyl)piperidin-1-yl)benzoic acid